(3S,4S,5R,6R)-6-(2-(diethoxyphosphoryl)ethyl)tetrahydro-2H-pyran methyl-3-[methyl-[6-[3-(o-tolyl)prop-2-ynoyloxy]-2-pyridyl]amino]propanoate COC(CCN(C1=NC(=CC=C1)OC(C#CC1=C(C=CC=C1)C)=O)C)=O.C(C)OP(=O)(OCC)CC[C@H]1CCCCO1